C(C)C(CO)=CCC1C(C(=CC1)C)(C)C 2-ethyl-4-(2,2,3-trimethyl-1-cyclopent-3-enyl)but-2-en-1-ol